FC(C=1C=CC=2N(N1)C(=CN2)C2=CC(=NC=N2)C=2C=C(C=C(C2)C)CO)F [3-[6-[6-(Difluoromethyl)imidazo[1,2-b]pyridazin-3-yl]pyrimidin-4-yl]-5-methyl-phenyl]methanol